4-(2-(5,6-dihydro-2H-pyran-3-yl)-5-hydrazinyl-3-methyl-3H-imidazo[4,5-b]pyridin-7-yl)morpholine O1CC(=CCC1)C1=NC=2C(=NC(=CC2N2CCOCC2)NN)N1C